3-(4-fluoro-5-((4-(2-fluoro-5-((4-oxo-3,4-dihydrophthalazin-1-yl)methyl)benzoyl)piperazine-1-yl)methyl)-1-oxoisoindolin-2-yl)piperidine-2,6-dione FC1=C2CN(C(C2=CC=C1CN1CCN(CC1)C(C1=C(C=CC(=C1)CC1=NNC(C2=CC=CC=C12)=O)F)=O)=O)C1C(NC(CC1)=O)=O